CN(C1CN(C1)C1CCN(CC1)C1=CC=C(C=C1)NC=1N=CC2=C(N1)N(C(C=C2C#C)=O)C2=CC=CC=C2)C 2-((4-(4-(3-(dimethylamino)azetidin-1-yl)piperidin-1-yl)phenyl)amino)-5-ethynyl-8-phenylpyrido[2,3-d]pyrimidin-7(8H)-one